C(CCC)S(=O)(=O)NC1=CC=C(C=C1)C1=CC=2C(=NC=C3C=CC(N(C23)C=2C=CC(=C(C2)NC(C=C)=O)C)=O)C=C1 N-(5-(9-(4-(Butylsulfonamido)phenyl)-2-oxobenzo[h][1,6]naphthyridin-1(2H)-yl)-2-methylphenyl)acrylamide